C(C)OC(C(CNS(=O)C(C)(C)C)F)=O 3-((tert-butylsulfinyl)amino)-2-fluoropropionic acid ethyl ester